BrCCCCOC1=C(C(=C(C=C1)C1CCC(CC1)CCCCC)F)F 1-(4-bromobutoxy)-2,3-difluoro-4-(4-pentylcyclohexyl)benzene